2-(((2R,4R,5R)-4-(7-(((1S,2S)-2-(3,4-difluorophenyl)cyclopropyl)amino)-5-(propylthio)-3H-[1,2,3]triazolo[4,5-d]pyrimidin-3-yl)-5-(hydroxymethyl)tetrahydrofuran-2-yl)methoxy)acetic acid FC=1C=C(C=CC1F)[C@H]1[C@H](C1)NC=1C2=C(N=C(N1)SCCC)N(N=N2)[C@@H]2C[C@@H](O[C@H]2CO)COCC(=O)O